COC(=O)C1(CCC2(C(=CC3=C(C(=CC=C23)F)Cl)C[C@H](COCC2=CC=C(C=C2)OC)C)CC1)NC1=CC(=CC=C1)Cl (1R,4R)-4'-chloro-4-(3-chloroanilino)-5'-fluoro-2'-{(2R)-3-[(4-methoxyphenyl)methoxy]-2-methylpropyl}spiro[cyclohexane-1,1'-indene]-4-carboxylic acid methyl ester